(5R)-1'-(6-methyl-7-phenyl-pyrazolo[1,5-a]pyrazin-4-yl)spiro[5,7-dihydrocyclopenta[b]pyridine-6,4'-piperidine]-5-amine CC=1N=C(C=2N(C1C1=CC=CC=C1)N=CC2)N2CCC1(CC2)[C@H](C=2C(=NC=CC2)C1)N